1-methyl-3-(1,1,2,2,2-pentafluoroethyl)-4-(trifluoroethyl)-1H-pyrazole CN1N=C(C(=C1)CC(F)(F)F)C(C(F)(F)F)(F)F